tert-butyl 3-[2-[2-[2-[2-[2-[[2-(2,6-dioxo-3-piperidyl)-1,3-dioxo-isoindolin-4-yl]amino]ethoxy]ethoxy]ethoxy]ethoxy]ethoxy]propanoate O=C1NC(CCC1N1C(C2=CC=CC(=C2C1=O)NCCOCCOCCOCCOCCOCCC(=O)OC(C)(C)C)=O)=O